FC1(COC1)CN[C@@H](CC1=CNC2=CC=CC=C12)C (R)-N-((3-Fluorooxetan-3-yl)methyl)-1-(1H-indol-3-yl)propan-2-amine